C(C1=CC=CC=C1)N1C(N(SC1=O)CCN(CC(=O)O)C)=O N-(2-(4-benzyl-3,5-dioxo-1,2,4-thiadiazolidin-2-yl)ethyl)-N-methylglycine